tert-butyl-4-[[1-[6-fluoro-1-[1-[(4-methoxyphenyl)methyl]-2,6-dioxo-3-piperidyl]-3-methyl-2-oxo-benzimidazol-5-yl]-4-piperidyl]methyl]piperazine C(C)(C)(C)N1CCN(CC1)CC1CCN(CC1)C1=CC2=C(N(C(N2C)=O)C2C(N(C(CC2)=O)CC2=CC=C(C=C2)OC)=O)C=C1F